COC(=O)C1=CN=CN1C1=C(C=C(C(=C1)C(NC1=NC(=CC=C1)C1=NN=CN1C(C)C)=O)F)F 1-(2,4-difluoro-5-((6-(4-isopropyl-4H-1,2,4-triazol-3-yl)pyridin-2-yl)carbamoyl)phenyl)-1H-imidazole-5-carboxylic acid methyl ester